NC=1C=2N(C3=CC(=CC=C3N1)C(=O)N(C1COC3=C1C=CC(=C3)C(F)(F)F)C31CC(C3)C1)C=NC2 4-amino-N-(bicyclo[1.1.1]pentan-1-yl)-N-(6-(trifluoromethyl)-2,3-dihydrobenzofuran-3-yl)imidazo[1,5-a]quinoxaline-8-carboxamide